4-(2-(((R and S)-((R)-7-(1-methyl-1H-pyrazol-4-yl)-2,3-dihydro-1H-pyrido[2,3-b][1,4]oxazin-3-yl)(pyridin-3-yl)methyl)amino)ethyl)benzonitrile CN1N=CC(=C1)C1=CC2=C(O[C@H](CN2)[C@@H](C=2C=NC=CC2)NCCC2=CC=C(C#N)C=C2)N=C1 |&1:14|